4-{[3-cyano-4-(4-methoxyphenyl)-5-methylthiophen-2-yl]carbamoyl}-3-{[2-(dimethylamino)ethyl]carbamoyl}benzoic acid C(#N)C1=C(SC(=C1C1=CC=C(C=C1)OC)C)NC(=O)C1=C(C=C(C(=O)O)C=C1)C(NCCN(C)C)=O